C(C)(=O)[O-].C(CCC)[Sn+](CCCC)=O dibutyltin oxide acetate